C(C)(C)C1=C(C=C(C=C1)C=1OC2=C(N1)C=CC=C2)OC 2-(4-Isopropyl-3-methoxyphenyl)benzoxazole